C(C=C)(=O)N([C@@H](CS)C(=O)O)C(C=C)=O bis(acryloyl)cysteine